ClC=1C=CC2=C(C(C[C@@H](O2)C(=O)NC23CC(C2)(C3)C3=NC(=NO3)COC3=CC(=C(C=C3)Cl)F)=O)C1 (2R)-6-chloro-N-(3-{3-[(4-chloro-3-fluorophenoxy)methyl]-1,2,4-oxadiazol-5-yl}bicyclo[1.1.1]pent-1-yl)-4-oxo-3,4-dihydro-2H-1-benzopyran-2-carboxamide